(S)-(1-cyclopropyl-1H-pyrazol-5-yl)(4-(4-fluoropyrazolo[1,5-a]pyridin-2-yl)-6,7-dihydro-1H-imidazo[4,5-c]pyridin-5(4H)-yl)methanone C1(CC1)N1N=CC=C1C(=O)N1[C@@H](C2=C(CC1)NC=N2)C2=NN1C(C(=CC=C1)F)=C2